(2R,4r,6S)-tert-Butyl 4-(3-((trans)-4-(dibenzylamino)cyclohexyl)propoxy)-2,6-dimethylpiperidine-1-carboxylate C(C1=CC=CC=C1)N([C@@H]1CC[C@H](CC1)CCCOC1C[C@H](N([C@H](C1)C)C(=O)OC(C)(C)C)C)CC1=CC=CC=C1